N-(3-IODOPHENYL)-6-METHOXY-[1,2,5]OXADIAZOLO[3,4-B]PYRAZIN-5-AMINE IC=1C=C(C=CC1)NC1=NC=2C(N=C1OC)=NON2